C(C=C(C)C)OCC(COCC=C(C)C)O 1,3-bis(prenyloxy)-2-propanol